IC=1N=C(C=2N=CN([C@H]3[C@H](O)[C@H](O)[C@@H](CO)O3)C2N1)N 2-iodoadenosine